CC1=C(C(=C(C1(C)[Ir+])C)C)C (pentamethyl-cyclopentadienyl)iridium(II)